C(=C)N1N=C2C(=CC=C(C2=C1)N1CCN(CC1)C(=O)OC(C)(C)C)C(NC=1C=C(C=2N(C1)C=C(N2)C)F)=O tert-butyl 4-[2-ethenyl-7-({8-fluoro-2-methylimidazo[1,2-a]pyridin-6-yl}carbamoyl) indazol-4-yl]piperazine-1-carboxylate